7-chloro-N-{3-fluorobicyclo[1.1.1]pentan-1-yl}-1-[2-(morpholin-4-yl)ethyl]pyrrolo[2,3-c]pyridine-2-carboxamide ClC=1N=CC=C2C1N(C(=C2)C(=O)NC21CC(C2)(C1)F)CCN1CCOCC1